1-[4-[2-[(2S)-2-methylazetidin-1-yl]-6,7-dihydro-5H-cyclopenta[d]pyrimidin-4-yl]phenyl]cyclopropanecarboxylic acid C[C@@H]1N(CC1)C=1N=C(C2=C(N1)CCC2)C2=CC=C(C=C2)C2(CC2)C(=O)O